N1(C=NC=C1)CCN(C1=CC(=C(C#N)C=C1)CN1CCN(CC1)C(C1=CC=C(C=C1)Cl)C1=CC=C(C=C1)Cl)C 4-((2-(1H-imidazol-1-yl)ethyl)(methyl)amino)-2-((4-(bis(4-chlorophenyl)methyl)piperazin-1-yl)methyl)benzonitrile